ClCCCCCC/C=C/CCO (3E)-10-chloro-3-decen-1-ol